1-(2-bromoacetyl)cyclopropane-1-carbonitrile BrCC(=O)C1(CC1)C#N